1,4-dioxane-2,6-dimethanol O1C(COCC1CO)CO